N,N-bis(methoxybenzyl)-1-(3-(4,4,5,5-tetramethyl-1,3,2-dioxaborolan-2-yl)phenyl)-1H-pyrazole-3-sulfonamide COC(C1=CC=CC=C1)N(S(=O)(=O)C1=NN(C=C1)C1=CC(=CC=C1)B1OC(C(O1)(C)C)(C)C)C(C1=CC=CC=C1)OC